N-(1-cyclohexyl-6-(6-morpholinopyridin-3-yl)-1H-pyrazolo[3,4-d]pyrimidin-4-yl)-5-nitrothiophene-2-carboxamide C1(CCCCC1)N1N=CC=2C1=NC(=NC2NC(=O)C=2SC(=CC2)[N+](=O)[O-])C=2C=NC(=CC2)N2CCOCC2